((2R,7aS)-2-fluoro-6-methylenetetrahydro-1H-pyrrolizin-7a(5H)-yl)methanol F[C@@H]1C[C@@]2(CC(CN2C1)=C)CO